C(C)C(COC(CCCCCCC\C=C/CCCCCC)=O)CC (Z)-9-hexadecenoic acid-2-ethyl-1-butyl ester